C(C)(=O)C1=CC(=CN2C1=NC(=CC2=O)N2CCCCC2)C2CC2 9-acetyl-7-cyclopropyl-2-(piperidin-1-yl)-4H-pyrido[1,2-a]pyrimidin-4-one